CC1=NC(=CC=C1N1CCN(CC1)CC=1C=CC=2C3=C(C(NC2C1)=O)SC=N3)C(NC)=O 7-((4-(2-methyl-6-(methylcarbamoyl)pyridin-3-yl)piperazin-1-yl)methyl)thiazolo[5,4-c]quinolin-4(5H)-one